2,6-dicyanoaniline C(#N)C1=C(N)C(=CC=C1)C#N